2-Fmoc-3,4-diaminobenzoic acid C(=O)(OCC1C2=CC=CC=C2C2=CC=CC=C12)C1=C(C(=O)O)C=CC(=C1N)N